(1R,2S,5S)-3-[(2S,3R)-2-(tert-butoxycarbonylamino)-3-phenoxy-butanoyl]-6,6-dimethyl-3-azabicyclo[3.1.0]hexane-2-carboxylic acid C(C)(C)(C)OC(=O)N[C@H](C(=O)N1[C@@H]([C@H]2C([C@H]2C1)(C)C)C(=O)O)[C@@H](C)OC1=CC=CC=C1